3-ethyl-4-methyl-2-oxo-N-phenethyl-2,5-dihydro-1H-pyrrole-1-amide C(C)C=1C(N(CC1C)C(=O)NCCC1=CC=CC=C1)=O